COC=1C=C(C=CC1OCC1=NOC(=C1)C)NC1=NC=2C=CC=C(C2N=C1N1CCOCC1)C#N ((3-methoxy-4-((5-methylisoxazol-3-yl)methoxy)phenyl)amino)-3-morpholinoquinoxaline-5-carbonitrile